C(#N)C(=CC=1C=[N+](C2=CC=CC=C2C1)C)C#N 3-(2,2-dicyanovinyl)-1-methylquinolin-1-ium